NC[C@@H](O)C=1C=NC(=NC1)C1=C(C=C(C#N)C=C1)OC1=NC(=NC(=C1)N1CC(OCC1)(C)C)C 4-[5-[(1S)-2-amino-1-hydroxyethyl]pyrimidin-2-yl]-3-[6-(2,2-dimethylmorpholin-4-yl)-2-methylpyrimidin-4-yl]oxybenzonitrile